FC(N1N=C(C=C1)C1=NN=C(O1)C(=O)N1[C@H](C2=C(CC1)NC=N2)C2=NN1C(C(=CC=C1)F)=C2)F (R)-(5-(1-(difluoromethyl)-1H-pyrazol-3-yl)-1,3,4-oxadiazol-2-yl)(4-(4-fluoropyrazolo[1,5-a]pyridin-2-yl)-6,7-dihydro-1H-imidazo[4,5-c]pyridin-5(4H)-yl)methanone